C1=CC(=CC(=C1)O)CC[NH3+] The molecule is an ammonium ion that is the conjugate acid of m-tyramine; major species at pH 7.3. It has a role as a human metabolite. It is a conjugate acid of a m-tyramine.